CN(CCNC(=O)C=1C(=CC2=C(OC[C@@H](N2C(=O)OCC2=CC=CC=C2)C)N1)CC1=CC=C(C=C1)F)C benzyl (S)-6-((2-(dimethylamino) ethyl) carbamoyl)-7-(4-fluorobenzyl)-2-methyl-2,3-dihydro-1H-pyrido[2,3-b][1,4]oxazine-1-carboxylate